C(C)(=O)O[C@H]1[C@@H](SCCC2=CC(=CC=C2)Cl)O[C@@H]([C@@H]([C@@H]1N=[N+]=[N-])OC(C)=O)COC(C)=O 3-Chlorophenethyl 2,4,6-tri-O-acetyl-3-azido-3-deoxy-1-thio-α-D-galactopyranoside